COC1=CC=C(C=C1)C(C(NC1=CC=C(C=C1)[Si](C)(C)C)=O)NC(=O)C1CNC(C1)=O N-(1-(4-methoxyphenyl)-2-oxo-2-((4-(trimethylsilyl)phenyl)amino)ethyl)-5-oxopyrrolidine-3-carboxamide